1-([2,3'-bipyridin]-6'-ylmethyl)-4-(bicyclo[1.1.1]pentan-1-yl)-1,4-dihydropyrazine-2,3-dione N1=C(C=CC=C1)C=1C=NC(=CC1)CN1C(C(N(C=C1)C12CC(C1)C2)=O)=O